CS(=O)(=O)[O-].C(CCCCCCC)[N+](C)(C)C octyltrimethylammonium methanesulfonate